C(C)(C)(C)OC(NC12CCC(CC1)(CC2)C(N)=O)=O (4-carbamoylbicyclo[2.2.2]Oct-1-yl)carbamic acid tert-butyl ester